4-hydroxyphenyl-(α-naphthylmethyl)-methyl-sulfonium OC1=CC=C(C=C1)[S+](C)CC1=CC=CC2=CC=CC=C12